BrC=1C=C(C=CC1)C1=NOC(=N1)C(C)NC(OC(C)(C)C)=O tert-butyl (1-(3-(3-bromophenyl)-1,2,4-oxadiazol-5-yl)ethyl)carbamate